2,3,5,6-tetrafluorophenyl 4-[18F]fluorobenzoate [18F]C1=CC=C(C(=O)OC2=C(C(=CC(=C2F)F)F)F)C=C1